C(C)(C)(C)OC(=O)N1CCC(CC1)N1C=C(C=C1)C(=O)O 1-(1-(tert-butoxycarbonyl)piperidin-4-yl)-1H-pyrrole-3-carboxylic acid